[Li+].[Li+].[Li+].CCN(CC)C1=CC(=C(C=C1)N=NC2=C(C=C(C3=CC=CC=C32)S(=O)(=O)[O-])[O-])[O-].CCN(CC)C1=CC(=C(C=C1)N=NC2=C(C=C(C3=CC=CC=C32)S(=O)(=O)[O-])[O-])[O-].[Cr+3] TRILITHIUM